1,2-dimethylpentan-1-ol CC(C(CCC)C)O